CC=1N=NC(=C2C1N=CC(=C2)O[C@@H]2COCC2)NC(C)C2=CC(=CC=C2)C(F)(F)F 8-methyl-3-[(3S)-tetrahydrofuran-3-yl]oxy-N-[1-[3-(trifluoromethyl)phenyl]ethyl]pyrido[2,3-d]pyridazin-5-amine